(2R,5S)-4-(7-(4-cyanopyridin-2-yl)-5-(difluoromethoxy)-7H-pyrrolo[2,3-d]pyrimidin-4-yl)-2,5-dimethylpiperazine-1-carboxylic acid tert-butyl ester C(C)(C)(C)OC(=O)N1[C@@H](CN([C@H](C1)C)C=1C2=C(N=CN1)N(C=C2OC(F)F)C2=NC=CC(=C2)C#N)C